FC(C(=O)O)(F)F.C1(CCCC1)CNC=1C2=C(N=C(N1)NC1=C(C=C(C=C1)S(=O)(=O)C)OC)NC=C2 N4-(cyclopentylmethyl)-N2-(2-methoxy-4-(methyl-sulfonyl)phenyl)-7H-pyrrolo[2,3-d]pyrimidine-2,4-diamine 2,2,2-trifluoroacetate